ClCC1=NC=CC2=CC(=CC=C12)OC 1-(Chloromethyl)-6-methoxyisoquinoline